O=C1NC(CCC1N1C(C2=CC=C(C=C2C1=O)N1CCC2(CN(CCO2)CCCOC2=CC=C(C=C2)\C(=C(\CC)/C2=CC=CC=C2)\C2=CC=C(C=C2)O)CC1)=O)=O (Z)-2-(2,6-dioxopiperidin-3-yl)-5-(4-(3-(4-(1-(4-hydroxyphenyl)-2-phenylbut-1-en-1-yl)phenoxy)propyl)-1-oxa-4,9-diazaspiro[5.5]undecan-9-yl)isoindoline-1,3-dione